FC1=C(C=CC=C1OC)C1=C(N(C(N(C1=O)C[C@@H](C1=CC=CC=C1)NC(C(=O)O)CC)=O)CC1=C(C=CC=C1C(F)(F)F)F)C ({(1R)-2-[5-(2-fluoro-3-methoxyphenyl)-3-{[2-fluoro-6-(trifluoromethyl)phenyl]methyl}-4-methyl-2,6-dioxo-3,6-dihydropyrimidin-1(2H)-yl]-1-phenylethyl}amino)butyric acid